P(=O)(OC(F)(F)F)(OC(F)(F)F)Cl Bis(trifluoromethyl) chlorophosphate